C(#N)C(C)(C)N1CC=C(C=C1)NC(=O)C1=C(N(C(=C1)C)CC=1SC=CC1)C N-(1-Cyano-1-methylethyl)-4-[[2,5-dimethyl-1-(2-thienylmethyl)pyrrol-3-carbonyl]amino]pyridin